((1r,3r)-3-hydroxycyclobutyl)carbamic acid tert-butyl ester C(C)(C)(C)OC(NC1CC(C1)O)=O